2-(2-chloro-3'-((2-(difluoromethyl)-7-((3-hydroxypyrrolidin-1-yl)methyl)pyrido[3,2-d]pyrimidin-4-yl)amino)-2'-methyl-[1,1'-biphenyl]-3-yl)-6-(difluoromethoxy)benzo[d]oxazole ClC1=C(C=CC=C1C=1OC2=C(N1)C=CC(=C2)OC(F)F)C2=C(C(=CC=C2)NC=2C1=C(N=C(N2)C(F)F)C=C(C=N1)CN1CC(CC1)O)C